4-[2-(3-amino-1-piperidinyl)-4-(3-fluorophenyl)cyclopentyloxy]-3-chloro-benzonitrile NC1CN(CCC1)C1C(CC(C1)C1=CC(=CC=C1)F)OC1=C(C=C(C#N)C=C1)Cl